N1=C(C=NC=C1)[C@@H]1CCC2OC3(C(N21)=O)CC(C3)OCC=3C=NC=2CCCCC2C3 (5'S)-5'-(pyrazin-2-yl)-3-[(5,6,7,8-tetrahydroquinolin-3-yl)methoxy]tetrahydro-3'H-spiro[cyclobutane-1,2'-pyrrolo[2,1-b][1,3]oxazol]-3'-one